2-(4-{2-[(2,3-dihydro-1H-inden-2-yl)amino]pyrimidin-5-yl}-3-(pyridin-4-yl)-1H-pyrazol-1-yl)-1-{1H,4H,5H,6H,7H-[1,2,3]triazolo[4,5-c]pyridin-5-yl}ethan-1-one C1C(CC2=CC=CC=C12)NC1=NC=C(C=N1)C=1C(=NN(C1)CC(=O)N1CC2=C(CC1)NN=N2)C2=CC=NC=C2